N[C@H](C(=O)O)CN(C)C1=CC(=CC=C1)Cl (S)-2-amino-3-((3-chlorophenyl)(methyl)amino)propanoic acid